[Cl-].C(C)(=O)OCC[N+](C)(C)C 2-(acetoxy)-N,N,N-trimethylethylammonium chloride